rac-(6-Fluoro-1-methyl-8-methoxy-1,3,4,5-tetrahydropyrido[4,3-b]indol-2-yl)-(5-(trifluoromethyl)-1H-pyrazol-3-yl)methanone FC1=CC(=CC=2C3=C(NC12)CCN([C@@H]3C)C(=O)C3=NNC(=C3)C(F)(F)F)OC |r|